5-chloro-2-((4-fluoro-2-methyl-phenyl)amino)-benzoic acid ClC=1C=CC(=C(C(=O)O)C1)NC1=C(C=C(C=C1)F)C